(E)-N-(4-((E)-3-(3,4-dimethoxyphenyl)acrylamido)butyl)-4-hydroxy-2-methylbut-2-enamide COC=1C=C(C=CC1OC)/C=C/C(=O)NCCCCNC(\C(=C\CO)\C)=O